N,N'-Dimethyl-ethylendiamin CNCCNC